C[C@@H]1CN(C[C@@H](N1)C)C1=CC(=CC(=N1)CNC=1C2=C(N=CN1)N(C=C2C2=CC(=NC=C2)F)S(=O)(=O)C2=CC=C(C)C=C2)C(F)(F)F N-((6-((3R,5S)-3,5-dimethylpiperazin-1-yl)-4-(trifluoromethyl)pyridin-2-yl)methyl)-5-(2-fluoropyridin-4-yl)-7-tosyl-7H-pyrrolo[2,3-d]pyrimidin-4-amine